C(CCCC(=O)O)(=O)OC([C@@H](N)CS)=O CYSTEINE-Glutaric Anhydride